2-(4-phenoxyphenyl)-5,6,7,8-tetrahydroimidazo[1,2-b]pyridazine-3-carboxamide O(C1=CC=CC=C1)C1=CC=C(C=C1)C=1N=C2N(NCCC2)C1C(=O)N